C(CCCCC)(=O)OC(C)CCCCCCCCCCCC 2-tetradecyl hexanoate